2-((1s,2r)-1-(2-cyanophenyl)-1-(1-methyl-1H-pyrazol-4-yl)propan-2-yl)-5-hydroxy-1-isopropyl-N-(isoxazol-4-yl)-6-oxo-1,6-dihydropyrimidine-4-carboxamide C(#N)C1=C(C=CC=C1)[C@H]([C@@H](C)C=1N(C(C(=C(N1)C(=O)NC=1C=NOC1)O)=O)C(C)C)C=1C=NN(C1)C